tert-butyl 4-(3-(4-bromo-3-(trifluoromethyl)phenoxy)butyl)piperidine-1-carboxylate BrC1=C(C=C(OC(CCC2CCN(CC2)C(=O)OC(C)(C)C)C)C=C1)C(F)(F)F